CC(CCO)(C)SC 3-methyl-3-(methylthio)-1-butanol